ClC=1C=C(C=CC1F)C1=C(C=C2C(=NC(N3C2=C1SC[C@H](C3)OC)=O)N3CCN(CC3)C(=O)OC(C)(C)C)C(F)(F)F tert-butyl (S)-4-(11-(3-chloro-4-fluorophenyl)-3-methoxy-6-oxo-10-(trifluoromethyl)-3,4-dihydro-2H,6H-[1,4]thiazepino[2,3,4-ij]quinazolin-8-yl)piperazine-1-carboxylate